C(C)C(=O)CCCC Ethyl-n-butylketone